N-[2-(benzenesulfonyl)-1-(3,6-dimethyl-2-morpholino-4-oxo-quinazolin-8-yl)-2,2-difluoro-ethyl]-2-methyl-propane-2-sulfinamide C1(=CC=CC=C1)S(=O)(=O)C(C(C=1C=C(C=C2C(N(C(=NC12)N1CCOCC1)C)=O)C)NS(=O)C(C)(C)C)(F)F